2,6-bis(p-azidobenzeneyl)cyclohexane N(=[N+]=[N-])C1=CC=C(C=C1)C1CC(CCC1)C1=CC=C(C=C1)N=[N+]=[N-]